hydroxy-9,9'-spirobifluorene OC1=CC=CC=2C3=CC=CC=C3C3(C12)C1=CC=CC=C1C=1C=CC=CC13